(S)-5-((S)-2-hydroxy-3-methylbutanoyl)-N-((S)-3-oxo-1-((S)-2-oxopyrrolidin-3-yl)-4-(trifluoromethoxy)butan-2-yl)-5-azaspiro-[2.4]heptane-6-carboxamide O[C@H](C(=O)N1CC2(CC2)C[C@H]1C(=O)N[C@@H](C[C@H]1C(NCC1)=O)C(COC(F)(F)F)=O)C(C)C